5-(3-(2,2-difluoroethyl)-2-methyl-3H-imidazo[4,5-b]pyridin-5-yl)-N-(1,4-dioxaspiro[4.5]decan-8-yl)pyrrolo[2,1-f][1,2,4]triazin-2-amine FC(CN1C(=NC=2C1=NC(=CC2)C=2C=CN1N=C(N=CC12)NC1CCC2(OCCO2)CC1)C)F